P(=O)(O)(O)[C@]1([C@H](CC(C(O)=O)(O)O[C@H]1[C@H](O)[C@H](O)CO)O)NC(C)=O 5-monophospho-N-acetyl-neuraminic acid